4-fluoro-1-((2-(trimethylsilyl)ethoxy)methyl)-1H-pyrrolo[2,3-b]Pyridine FC1=C2C(=NC=C1)N(C=C2)COCC[Si](C)(C)C